(S)-N-((R)-1-(2-fluoro-3-(trifluoromethyl)phenyl)ethyl)-2,7-dimethyl-7,8,10,11-tetrahydro-[1,4,7]trioxonino[2,3-g]quinazolin-4-amine FC1=C(C=CC=C1C(F)(F)F)[C@@H](C)NC1=NC(=NC2=CC3=C(C=C12)O[C@H](COCCO3)C)C